CC=1SC2=C(N1)CC[C@@]1([C@H]3CC[C@]4([C@H]([C@@H]3CCC12)CCC4=O)C)C (5aR,5bS,7aS,10aS,10bR)-2,5a,7a-trimethyl-4,5,5a,5b,6,7,7a,9,10,10a,10b,11,12,12a-tetradecahydro-8H-cyclopenta[7,8]phenanthro[2,1-d]thiazol-8-one